C(C)OC(=O)C1NC2=CC=CC=C2C1 indoline-2-carboxylic acid Ethyl ester